N-(5-(4-((3-ethynylphenyl)amino)quinazolin-6-yl)pyridin-3-yl)methanesulfonamide C(#C)C=1C=C(C=CC1)NC1=NC=NC2=CC=C(C=C12)C=1C=C(C=NC1)NS(=O)(=O)C